sodium 2,5-dioxo-1-(6-(6-(5-((3aS,6aR)-2-oxohexahydro-1H-thieno[3,4-d]imidazol-4-yl)pentanamido)hexanamido)hexanoyloxy)pyrrolidine-3-sulfonate O=C1N(C(CC1S(=O)(=O)[O-])=O)OC(CCCCCNC(CCCCCNC(CCCCC1SC[C@@H]2NC(N[C@@H]21)=O)=O)=O)=O.[Na+]